2-((methylsulfinyl) methyl)-5-nitrobenzoate CS(=O)CC1=C(C(=O)[O-])C=C(C=C1)[N+](=O)[O-]